C[Si](C)(C)N[Si](C)(C1=CC=CC=C1)C2=CC=CC=C2 tetramethyldiphenyl-disilazane